FC(C=1C(=C(C=CC1)[C@@H](C)NC=1C=2C(N=C(N1)C)=C(C(N(C2)C2(CC2)CF)=O)N2C1(CC1)CN(CC2)C2COC2)F)F (R)-4-((1-(3-(difluoromethyl)-2-fluorophenyl)ethyl)amino)-6-(1-(fluoromethyl)cyclopropyl)-2-methyl-8-(7-(oxetan-3-yl)-4,7-diazaspiro[2.5]octan-4-yl)pyrido[4,3-d]pyrimidine-7(6H)-one